(S)-3-(1-(6-ethoxy-5-methoxypyridin-2-yl)-2-(methylsulfonyl)ethyl)-6-(2-ethylphenyl)-1-methyl-1H-imidazo[4,5-b]pyridin-2(3H)-one C(C)OC1=C(C=CC(=N1)[C@@H](CS(=O)(=O)C)N1C(N(C=2C1=NC=C(C2)C2=C(C=CC=C2)CC)C)=O)OC